BrC1=NC(=CC(=C1)CO)Br 2,6-dibromo-4-pyridinemethanol